(cyclopropylamino)-1,3-dimethylpyrimidine-2,4(1H,3H)-dione C1(CC1)NC=1C(N(C(N(C1)C)=O)C)=O